(E)-4-(3,5-dimethoxyphenyl)but-3-en-2-one COC=1C=C(C=C(C1)OC)/C=C/C(C)=O